C(C)(=O)OC1CCC=2C1=NC(=C(C2)Br)Cl 3-bromo-2-chloro-6,7-dihydro-5H-cyclopenta[b]pyridin-7-yl acetate